rac-trans-dimethylsilylene[2-methyl-4-phenyl-5-methoxy-6-tert-butyl-indenyl](2-methyl-4-(4-tert-butylphenyl)indenyl)zirconium dichloride [Cl-].[Cl-].C[Si](=[Zr+2](C1C(=CC2=C(C=CC=C12)C1=CC=C(C=C1)C(C)(C)C)C)C1C(=CC2=C(C(=C(C=C12)C(C)(C)C)OC)C1=CC=CC=C1)C)C